C1(CCCCC1)CNC1=NC2=CC=CC=C2C(=N1)N[C@H](C)C1CC1 (R)-N2-(cyclohexylmethyl)-N4-(1-cyclopropylethyl)quinazoline-2,4-diamine